4-methoxy-3-[3-(4-methylpiperazino)propoxy]benzaldehyde COC1=C(C=C(C=O)C=C1)OCCCN1CCN(CC1)C